NCC=1OC2=C(C1)C=C(C=C2C(=O)OCC)C(F)(F)F Ethyl 2-(aminomethyl)-5-(trifluoromethyl)benzofuran-7-carboxylate